C(N)(=O)C1=NC(=NN1C)C=1C(=CC(=C(C1)NC(=O)N1C2CC(CC1(C2)C(=O)O)C)F)C(F)(F)F 6-((5-(5-carbamoyl-1-methyl-1H-1,2,4-triazol-3-yl)-2-fluoro-4-(trifluoromethyl)phenyl)carbamoyl)-3-methyl-6-azabicyclo[3.1.1]heptane-1-carboxylic acid